2-oxo-1-oxa-3,8-diazaspiro[4.5]decane O=C1OC2(CN1)CCNCC2